(2R,3S,4S,5R,6R,8R,9S)-5-(((3R,4S,6R)-3-(benzoyloxy)-4-(dimethylamino)-6-methyltetrahydro-2H-pyran-2-yl)oxy)-3,9,10-trihydroxy-6-methoxy-2,4,6,8-tetramethylundecanoic acid C(C1=CC=CC=C1)(=O)O[C@H]1C(O[C@@H](C[C@@H]1N(C)C)C)O[C@H]([C@H]([C@@H]([C@H](C(=O)O)C)O)C)[C@](C[C@H]([C@@H](C(C)O)O)C)(C)OC